BrC1=C(C=C2C(=C(C(=NC2=C1F)Cl)C#N)N1C[C@@H](N(CC1)C(=O)OCC1=CC=CC=C1)CC#N)Cl Benzyl (S)-4-(7-bromo-2,6-dichloro-3-cyano-8-fluoroquinolin-4-yl)-2-(cyanomethyl)piperazine-1-carboxylate